C(C)(C)(C)C=1C=C(C=CC1)[C@H](C)NC(=O)C1=CC=C2C(=C(N(C2=C1)CC(C)C)C)CC=1C=C(OC(C(=O)O)(C)C)C=CC1 (S)-2-(3-((6-((1-(3-(tert-butyl)phenyl)ethyl)carbamoyl)-1-isobutyl-2-methyl-1H-indol-3-yl)methyl)phenoxy)-2-methylpropanoic acid